(S)-7-chloro-1-methyl-6-((4-(methylamino)pyrazolo[1,5-a]pyrazin-3-yl)oxy)-N-(3-(1-methylpyrrolidin-2-yl)-5-(trifluoromethyl)phenyl)-1H-imidazo[4,5-b]pyridin-2-amine ClC1=C2C(=NC=C1OC=1C=NN3C1C(=NC=C3)NC)N=C(N2C)NC2=CC(=CC(=C2)C(F)(F)F)[C@H]2N(CCC2)C